FC1=C(C(=NC(=N1)C1=NC(=CC=C1)CCC)OC)C(F)(F)F 6-fluoro-4-methoxy-2-(6-n-propyl-2-pyridyl)-5-trifluoromethylpyrimidine